(S)-N-(7-fluorochroman-4-yl)-2-(piperazin-1-yl)benzo[d]thiazole-6-carboxamide FC1=CC=C2[C@H](CCOC2=C1)NC(=O)C1=CC2=C(N=C(S2)N2CCNCC2)C=C1